1-bromo-5-chloro-2,3-dimethylbenzene BrC1=C(C(=CC(=C1)Cl)C)C